2,2'-bipyridine-4,4'-diol N1=C(C=C(C=C1)O)C1=NC=CC(=C1)O